6-[2-(3-amino-1-piperidyl)-4-(4-fluorophenyl)cyclopentoxy]pyridine NC1CN(CCC1)C1C(CC(C1)C1=CC=C(C=C1)F)OC1=CC=CC=N1